1,4-dihydrooxazol-2-one O1C(NCC1)=O